3-glycidoxy(3-Glycidyl)propyltrimethoxysilane C(C1CO1)OC(CC[Si](OC)(OC)OC)CC1CO1